3,7-dibutyl-8-hydroxyquinoline 1-oxide C(CCC)C=1C=[N+](C2=C(C(=CC=C2C1)CCCC)O)[O-]